C(#N)CC1(CCN(CC1)C(C1=C(C=C(C=C1)C(F)(F)F)F)=O)N1N=CC(=C1)C1=CC=CC=2N1N=C(N2)NC(=O)C2CC2 N-(5-(1-(4-(cyanomethyl)-1-(2-fluoro-4-(trifluoromethyl)benzoyl)piperidin-4-yl)-1H-pyrazol-4-yl)-[1,2,4]triazolo[1,5-a]pyridin-2-yl)cyclopropylcarboxamide